BrC1=CC2=C(N(C(N2C2CCN(CC2)C)=O)CC2=NC=C(C=C2)C=2OC(=NN2)C(F)F)C=C1 5-bromo-1-((5-(5-(difluoromethyl)-1,3,4-oxadiazole-2-yl)pyridine-2-yl)methyl)-3-(1-methylpiperidine-4-yl)-1,3-dihydro-2H-benzo[d]imidazole-2-one